(4-amino-3,5-difluorophenyl)(8-(4-chloro-1-methyl-6-(trifluoromethyl)-1H-indazol-5-yl)indolizin-3-yl)methanone NC1=C(C=C(C=C1F)C(=O)C1=CC=C2C(=CC=CN12)C=1C(=C2C=NN(C2=CC1C(F)(F)F)C)Cl)F